N-(3-(3-(cyanomethyl)-1-(4-methyl-4H-1,2,4-triazol-3-yl)cyclobutyl)phenyl)-7-methyl-4-(((S)-3-methylpiperidin-1-yl)methyl)-6,7-dihydro-5H-cyclopenta[b]pyridine-2-carboxamide C(#N)CC1CC(C1)(C1=NN=CN1C)C=1C=C(C=CC1)NC(=O)C1=CC(=C2C(=N1)C(CC2)C)CN2C[C@H](CCC2)C